NC=1C=2N(C3=CC(=C(C=C3N1)F)C(=O)OC)C=NC2C methyl 4-amino-7-fluoro-3-methylimidazo[1,5-a]quinoxaline-8-carboxylate